3-(7-((4-(dimethylamino)cyclohexyl)amino)-3-(1H-pyrrol-1-yl)benzo[b]thiophen-2-yl)prop-2-yn CN(C1CCC(CC1)NC1=CC=CC2=C1SC(=C2N2C=CC=C2)C#CC)C